6-ethoxy-1-methylpyrido[3,2-d]pyrimidin-2(1H)-one C(C)OC=1C=CC=2N(C(N=CC2N1)=O)C